3-[(4-hydroxy-1-{[(3R,4R)-1-(2-methylbenzyl)-3-phenylpiperidin-4-yl]carbonyl}piperidin-4-yl)methyl]-3,7-dihydro-4H-pyrrolo[2,3-d]pyrimidin-4-one OC1(CCN(CC1)C(=O)[C@H]1[C@@H](CN(CC1)CC1=C(C=CC=C1)C)C1=CC=CC=C1)CN1C=NC2=C(C1=O)C=CN2